CC1=C(C=CC=C1)[SH2+] (2-methylphenyl)sulfonium